BrC=1C=C2C=CN(C(C2=CC1F)=O)CCC[C@H](CO)NC=1C=NN(C(C1C(F)(F)F)=O)COCC[Si](C)(C)C 6-bromo-7-fluoro-2-[(4R)-5-hydroxy-4-[[6-oxo-5-(trifluoromethyl)-1-(2-trimethylsilylethoxymethyl)pyridazin-4-yl]amino]pentyl]isoquinolin-1-one